2-[[4-fluoro-2-(trifluoromethyl)benzoyl]amino]-4-[2-(1-methylethoxy)ethyl-[4-(5,6,7,8-tetrahydro-1,8-naphthyridin-2-yl)butyl]amino]butanoic acid FC1=CC(=C(C(=O)NC(C(=O)O)CCN(CCCCC2=NC=3NCCCC3C=C2)CCOC(C)C)C=C1)C(F)(F)F